ClC1=CC(=C(N=N1)C(NC([2H])([2H])[2H])=O)NC=1C(=C(C=CC1)C=1C=NN(C1)CCNC(OC(C)(C)C)=O)OC tert-butyl (2-(4-(3-((6-chloro-3-(trideuteromethylcarbamoyl) pyridazin-4-yl)amino)-2-methoxyphenyl)-1H-pyrazol-1-yl)ethyl)carbamate